ClC1=NC(=NC(=C1OC1=C(C=CC=C1)OC)Cl)C1=CC=C(C=C1)Cl 4,6-dichloro-2-(4-chlorophenyl)-5-(2-methoxyphenoxy)pyrimidine